CN1CC(C1)N1C(=NC(=C1)C(F)(F)F)C1=CC=C(C#N)C=C1 4-[1-(1-methylazetidin-3-yl)-4-(trifluoromethyl)imidazol-2-yl]benzonitrile